N=1C=NN2C1C=CC(=C2)C2=CNC=1N=C(N=C(C12)OC)NC1CC(C1)(O)C (1r,3r)-3-((5-([1,2,4]triazolo[1,5-a]pyridin-6-yl)-4-methoxy-7H-pyrrolo[2,3-d]pyrimidin-2-yl)amino)-1-methylcyclobutan-1-ol